ClC1=CC2=C(CN(CCC2)C2=CC(=C(C(=C2)C)NC(CC(C)(C)C)=O)C)S1 N-(4-(2-chloro-4,5,6,8-tetrahydro-7H-thieno[2,3-c]azepin-7-yl)-2,6-dimethylphenyl)-3,3-dimethylbutanamide